ClC1=C(C(=CC=C1)F)N1N=CC2=C1COC[C@H]2NC(C2=NC=C(C(=C2)C)C)=O (S)-N-(1-(2-chloro-6-fluorophenyl)-1,4,5,7-tetrahydropyrano[3,4-c]pyrazol-4-yl)-4,5-dimethylpicolinamide